C(C)(C)(C)OC(=O)N[C@@H](C(C(=O)OC)CC1(CC(C1)(F)F)CCNC(=O)OC(C)(C)C)C Methyl (3R)-3-((tert-butoxycarbonyl)amino)-2-((1-(2-((tert-butoxycarbonyl)amino)ethyl)-3,3-difluorocyclobutyl)methyl)butanoate